methyl 3-(((3S,4S)-4-(hydroxymethyl)tetrahydrofuran-3-yl)amino)-4-nitrobenzoate OC[C@@H]1[C@@H](COC1)NC=1C=C(C(=O)OC)C=CC1[N+](=O)[O-]